FC(OC1=C(C=CC(=C1)C=1C=NN(C1)CCCN(C)C)NC(=O)C=1C=CC=2C=C3N([C@@H](CNC3=O)C)C2N1)F (R)-N-(2-(difluoromethoxy)-4-(1-(3-(dimethylamino)propyl)-1H-pyrazol-4-yl)phenyl)-9-methyl-6-oxo-6,7,8,9-tetrahydropyrido[3',2':4,5]pyrrolo[1,2-a]pyrazine-2-carboxamide